2-chloro-5-fluoro-N-(4-methoxybenzyl)-N-((3-nitrophenyl)sulfonyl)benzamide ClC1=C(C(=O)N(S(=O)(=O)C2=CC(=CC=C2)[N+](=O)[O-])CC2=CC=C(C=C2)OC)C=C(C=C1)F